O1C(=CC=C1)CNC1=NC=C(C=C1)NCC=1OC=CC1 N2,N5-bis(furan-2-ylmethyl)pyridine-2,5-diamine